C1(CC1)C1=CNC=2N=C(N=C(C21)N[C@@H]2CC[C@@H](N(C2)C(C=C)=O)C)NC=2C=NN(C2)C(F)(F)F 1-((2S,5R)-5-((5-cyclopropyl-2-((1-(trifluoromethyl)-1H-pyrazol-4-yl)amino)-7H-pyrrolo[2,3-d]pyrimidin-4-yl)amino)-2-methylpiperidin-1-yl)prop-2-en-1-one